2-(4-((4-((2-Methoxyethyl)sulfonyl)benzyl)oxy)-3-(methoxymethyl)benzyl)isoindoline COCCS(=O)(=O)C1=CC=C(COC2=C(C=C(CN3CC4=CC=CC=C4C3)C=C2)COC)C=C1